6-hydroxy-3,7,9-heptadecatriene OC(CC=CCC)C=CC=CCCCCCCC